S1C=NC2=C1C=1C=CC(=CC1OC2)CC(=O)N[C@H]2N(C[C@@H](C2)O)C([C@H](C(C)C)C2=CC(=NO2)OCCCCC(=O)O)=O 5-((5-((R)-1-((2S,4R)-2-(((4H-chromeno[3,4-d]thiazol-7-yl)methyl)formamido)-4-hydroxypyrrolidin-1-yl)-3-methyl-1-oxobutan-2-yl)isoxazol-3-yl)oxy)pentanoic acid